4-[([1-methyl-5-[(E)-2-(pyridin-3-yl)ethenyl]pyrazolo[4,3-d]pyrimidin-7-yl]amino)methyl]phenylboronic acid CN1N=CC=2N=C(N=C(C21)NCC2=CC=C(C=C2)B(O)O)\C=C\C=2C=NC=CC2